C(C)(C)N1N=CC=C1C=1C=2N(N=C(C1)N1[C@@H](COCC1)C)C(=NC2C)C2=CC=NN2 (R)-4-(4-(1-isopropyl-1H-pyrazol-5-yl)-5-methyl-7-(1H-pyrazol-5-yl)imidazo[1,5-b]pyridazin-2-yl)-3-methylmorpholine